CC1=NN(C(=C1C1=NC2=CC=CC=C2C=C1)C)CCCCCCN 6-(3,5-dimethyl-4-(quinolin-2-yl)-1H-pyrazol-1-yl)hexan-1-amine